methoxymethyl 6-(methoxymethoxy)-2,3-dimethyl-4-((1,2,6-trimeth-ylcyclohexa-2,5-diene-1-carbonyl)oxy)benzoate COCOC1=CC(=C(C(=C1C(=O)OCOC)C)C)OC(=O)C1(C(=CCC=C1C)C)C